FC1=CC=C(C=C1)C1=C(C=C2CCCNC2=N1)[Se]C 7-(4-fluorophenyl)-6-methylseleno-1,2,3,4-tetrahydro-1,8-naphthyridine